C(C)(C)(C)OC(=O)N1CC(CCC1)C=1N=C2N(C=C(C=C2)OCCON)C1 3-(6-(2-(aminooxy)ethoxy)imidazo[1,2-a]Pyridin-2-yl)piperidine-1-carboxylic acid tert-butyl ester